BrC1=C(C=C(C(=C1)Cl)F)I 1-Bromo-5-chloro-4-fluoro-2-iodobenzene